2-(2,6-Dioxopiperidin-3-yl)-4-((2-(4-(4-(5-(2-Fluoro-6-methoxyphenyl)-1H-pyrazolo[4,3-d]pyrimidin-3-yl)phenyl)piperazin-1-yl)-2-oxoethyl)amino)isoindolin-1,3-dion O=C1NC(CCC1N1C(C2=CC=CC(=C2C1=O)NCC(=O)N1CCN(CC1)C1=CC=C(C=C1)C1=NNC2=C1N=C(N=C2)C2=C(C=CC=C2OC)F)=O)=O